NC1=NC=C(C=2C1=NC(=C(N2)NC2CC(CC2)O)CC)C=2C=NN(C2)C2CCN(CC2)C2CCN(CC2)C 3-((5-amino-3-ethyl-8-(1-(1'-methyl-[1,4'-bipiperidin]-4-yl)-1H-pyrazol-4-yl)pyrido[3,4-b]pyrazin-2-yl)amino)cyclopentan-1-ol